FC1(CCC(CC1)=O)CN1C(NC(C1(C)C)=O)=O 1-[(1-fluoro-4-oxo-cyclohexyl)methyl]-5,5-dimethyl-imidazolidine-2,4-dione